(3R)-1-[[8-(3-bromo-2-methyl-anilino)-1,7-naphthyridin-3-yl]methyl]pyrrolidin-3-ol BrC=1C(=C(NC=2N=CC=C3C=C(C=NC23)CN2C[C@@H](CC2)O)C=CC1)C